COC1=C(C=C(C(=C1)N=NC1=CC=C(C=C1)[N+](=O)[O-])OC)N=NC1=CC=C(C=C1)N(CCO)CCO 2,2'-((4-((2,5-dimethoxy-4-((4-nitrophenyl)diazenyl)phenyl)diazenyl)phenyl)azanediyl)bis(ethan-1-ol)